ClC1=CC(=C(C(=O)NC2=CC=C(C(=O)O)C=C2)C=C1Cl)OC1=C(C=C(C=C1)F)C 4-(4,5-dichloro-2-(4-fluoro-2-methylphenoxy)benzamido)benzoic acid